4-[5-bromo-8-(3,8-diazabicyclo[3.2.1]octan-3-yl)-4-fluoro-6-methyl-2,7-naphthyridin-3-yl]-5-ethynyl-6-fluoro-naphthalen-2-ol BrC1=C2C(=C(N=CC2=C(N=C1C)N1CC2CCC(C1)N2)C2=CC(=CC1=CC=C(C(=C21)C#C)F)O)F